OC[C@H](C1=CC=CC=C1)NC1=CC(=NC=C1C1=NC(=NO1)C(C)(C)O)NC1=CC=C2C(=N1)N(NC2=O)C (S)-6-((4-((2-hydroxy-1-phenylethyl)amino)-5-(3-(2-hydroxypropan-2-yl)-1,2,4-oxadiazol-5-yl)pyridin-2-yl)amino)-1-methyl-1,2-dihydro-3H-pyrazolo[3,4-b]pyridin-3-one